isoeugenyl benzoate C(C1=CC=CC=C1)(=O)OC1=C(OC)C=C(C=CC)C=C1